8Z,11Z-Heptadecadienal C(C=CC=CCCCCCCCCCCCC)=O